thyminediol N1C(=O)NC(=O)C(C(O)O)=C1